O=C1NC(CCC1N1C(C2=CC=C(C=C2C(=N1)C)N1CCNCC1)=O)=O 4-(2-(2,6-dioxopiperidin-3-yl)-4-methyl-1-oxo-1,2-dihydrophthalazin-6-yl)piperazine